P1C=CC=C1 Phosphol